C12(C(=O)CC(CC1)C2(C)C)CS(=O)(=O)N=C=S camphorsulfonic acid, isothiocyanate